C(C)OC(C)OC1=CC2=CC=C(C=C2C=C1)C=C 2-(1-ethoxyethoxy)-6-vinylnaphthalene